BrC=1C2=C(N=NC1Cl)N(C=N2)[C@H]2CN(CCC2)C (R)-4-bromo-3-chloro-7-(1-methylpiperidin-3-yl)-7H-imidazo[4,5-c]pyridazine